3-salicyloylamino-1,2,4-triazole C(C=1C(O)=CC=CC1)(=O)NC1=NNC=N1